(2E)-2,3-dibromobut-2-ene Br\C(\C)=C(/C)\Br